ClC=1C=C(C=CC1F)NC(N(C1=CC=C(C=C1)C(F)(F)F)CC1=NN=C2N1CCCCC2)=O 3-(3-Chloro-4-fluorophenyl)-1-((6,7,8,9-tetrahydro-5H-[1,2,4]triazolo[4,3-a]azepin-3-yl)methyl)-1-(4-(trifluoromethyl)phenyl)urea